NC1=NN2C(N=CC=C2)=C1C(=O)NC(C)C=1C=C(C=2N(C1N1CCS(CCC1)(=O)=O)N=CC2Cl)Cl 2-Amino-N-{1-[3,4-dichloro-7-(1,1-dioxido-1,4-thiazepan-4-yl)pyrazolo[1,5-a]pyridin-6-yl]ethyl}pyrazolo[1,5-a]pyrimidine-3-carboxamide